(S,E)-1-amino-2-(1-(2-cyano-4-methylpent-2-enoyl)pyrrolidin-2-yl)-4-(4-((4-methylpyridin-2-yl)carbamoyl)phenyl)-1H-imidazole-5-carboxamide NN1C(=NC(=C1C(=O)N)C1=CC=C(C=C1)C(NC1=NC=CC(=C1)C)=O)[C@H]1N(CCC1)C(\C(=C\C(C)C)\C#N)=O